5-oxabicyclo[2.1.1]hexane C12CCC(O1)C2